C(\C=C\C1=CC=CC=C1)(=O)OC trans-methyl cinnamate